O=C1C(O)=C(O)[C@@H](O1)[C@H](O)CO D-(+)-Ascorbic Acid